4-(4-methyl-piperazin-1-yl)-2-(tetrahydro-2H-pyran-4-ylamino)-benzamide CN1CCN(CC1)C1=CC(=C(C(=O)N)C=C1)NC1CCOCC1